C(C)(C)(C)C1=CC=C(C=C1)C(\C=C/C1=CC(=C(C=C1)OC)O)=O (Z)-1-(4-Tert-butylphenyl)-3-(3-hydroxy-4-methoxyphenyl)prop-2-en-1-one